[Si](C)(C)(C(C)(C)C)O[C@H](COC1=C(C=C(C=N1)NC(=O)N1C[C@](C2=C1C=NC=1N2N=C(C1)Cl)(C(F)(F)F)C)Cl)C (R)-N-(6-((S)-2-((tert-butyldimethylsilyl)oxy)propoxy)-5-chloropyridin-3-yl)-2-chloro-8-methyl-8-(trifluoromethyl)-7,8-dihydro-6H-pyrazolo[1,5-a]pyrrolo[2,3-e]pyrimidine-6-carboxamide